C(C)(C)(C)OC(=O)N1N=CC(=C1)C1=CN(C2=C(C=CC=C12)N)S(=O)(=O)C1=CC=C(C)C=C1 4-[7-amino-1-(p-toluenesulfonyl)indol-3-yl]pyrazole-1-carboxylic acid tert-butyl ester